COC(=O)C1CN([C@H](C1)C1=C(C(=CC=C1OCOC)Cl)Cl)S(=O)(=O)C1=CC=C(C=C1)C (5R)-5-[2,3-dichloro-6-(methoxymethoxy)phenyl]-1-(4-methylbenzenesulfonyl)pyrrolidine-3-carboxylic acid methyl ester